4-[(4R,10bS)-8-[(3S,4S)-3-amino-4-hydroxy-pyrrolidin-1-yl]-4-methyl-3,4,6,10b-tetrahydro-1H-pyrazino[2,1-a]isoindol-2-yl]pyrazolo[1,5-a]pyridine-7-carbonitrile N[C@H]1CN(C[C@@H]1O)C=1C=C2CN3[C@@H](C2=CC1)CN(C[C@H]3C)C=3C=1N(C(=CC3)C#N)N=CC1